(2R,4S)-4-methyl-2-(2-methylpropan-1-en-1-yl)tetrahydro-2H-pyran C[C@@H]1C[C@@H](OCC1)C=C(C)C